(E)-2-methoxy-N-(3-(4-(3-methyl-4-(6-methylpyridin-3-oxy)phenylamino)quinazolin-6-yl)allyl)acetamide COCC(=O)NC\C=C\C=1C=C2C(=NC=NC2=CC1)NC1=CC(=C(C=C1)OC=1C=NC(=CC1)C)C